8-nitro-3,5,6,7-tetrahydro-s-indacen-1(2H)-one [N+](=O)([O-])C=1C=2CCCC2C=C2CCC(C12)=O